OCC#CC1=CC=CC2=C1C1=C(CC(N2)=O)C2=CC(=CC=C2N1)C(F)(F)F (3-hydroxy-1-propynyl)-9-trifluoromethyl-7,12-dihydro-indolo[3,2-d][1]benzazepin-6(5H)-one